2-[4-(ethoxycarbonyl)pyrazolyl]acetic acid C(C)OC(=O)C=1C(=NNC1)CC(=O)O